C(C#C)CS(=O)(=O)N (prop-2-yn-1-yl)methanesulfonamide